ClC=1N=C2C(=C(C(N(C2=CC1)C)=O)C#N)N1CCN(CC1)C(C1=CC=C(C=C1)F)C1CCC1 6-chloro-4-{4-[cyclobutyl(4-fluorophenyl)methyl]piperazin-1-yl}-1-methyl-2-oxo-1,2-dihydro-1,5-naphthyridine-3-carbonitrile